1-Adamantylmethacrylat C12(CC3CC(CC(C1)C3)C2)OC(C(=C)C)=O